3-(9-((4-(aminomethyl)-2-(2-(butylamino)-2-oxoethyl)phenyl)carbamoyl)-4,5-dihydrobenzo[b]thieno[2,3-d]oxepin-8-yl)-6-(propylcarbamoyl)picolinic acid NCC1=CC(=C(C=C1)NC(=O)C1=CC2=C(OCCC3=C2SC=C3)C=C1C=1C(=NC(=CC1)C(NCCC)=O)C(=O)O)CC(=O)NCCCC